tris(4-naphthylphenylamino)triphenylamine C1(=CC=CC2=CC=CC=C12)C1=CC=C(C=C1)NC1=C(C(=C(C=C1)N(C1=CC=CC=C1)C1=CC=CC=C1)NC1=CC=C(C=C1)C1=CC=CC2=CC=CC=C12)NC1=CC=C(C=C1)C1=CC=CC2=CC=CC=C12